N1(C2C(CC1)NCC2)C(=O)C2CN(CC2)C2=CC(=CC=C2)C(F)(F)F (hexahydropyrrolo[3,2-b]pyrrol-1(2H)-yl)(1-(3-(trifluoromethyl)phenyl)pyrrolidin-3-yl)methanone